N-[2-(didodecylamino)ethyl]-N1,N4,N4-tridodecyl-1,4-piperazinediethanamine C(CCCCCCCCCCC)N(CCN(CCN1CCN(CC1)CCN(CCCCCCCCCCCC)CCCCCCCCCCCC)CCCCCCCCCCCC)CCCCCCCCCCCC